Methyl (S)-3-((4-(4-(3-(5-(((1-acetylpiperidin-4-yl)amino)methyl)-6-methoxypyridin-2-yl)-2-chlorophenyl)-3-chloropyridin-2-yl)-2-methoxybenzyl)amino)-4-hydroxybutanoate C(C)(=O)N1CCC(CC1)NCC=1C=CC(=NC1OC)C=1C(=C(C=CC1)C1=C(C(=NC=C1)C1=CC(=C(CN[C@@H](CC(=O)OC)CO)C=C1)OC)Cl)Cl